4-METHYLPYRIMIDINE-5-CARBALDEHYDE CC1=NC=NC=C1C=O